(2S,4S,5R,6R)-6-((1R,2R)-3-(2-([1,1'-biphenyl]-4-yl)acetamido)-1,2-diacetoxypropyl)-5-(2-acetoxyacetamido)-2-(methoxycarbonyl)tetrahydro-2H-pyran-2,4-diyl diacetate C(C)(=O)O[C@]1(O[C@H]([C@@H]([C@H](C1)OC(C)=O)NC(COC(C)=O)=O)[C@@H]([C@@H](CNC(CC1=CC=C(C=C1)C1=CC=CC=C1)=O)OC(C)=O)OC(C)=O)C(=O)OC